C(#N)[B-](C#N)(C#N)C#N.C(CC)N1C(N(C(=C1C)CC)CC)C 1-propyl-2,5-dimethyl-3,4-diethylimidazole tetracyanoborate